(R)-2-((1-(3-cyano-2-(3-methoxyazetidin-1-yl)-7-methyl-4-oxo-4H-pyrido[1,2-a]pyrimidin-9-yl)ethyl)amino)benzoic acid C(#N)C1=C(N=C2N(C1=O)C=C(C=C2[C@@H](C)NC2=C(C(=O)O)C=CC=C2)C)N2CC(C2)OC